C(OCC)(OC(COCC1OC(OC1)=O)COCC1OC(OC1)=O)=O ethyl [2-[(2-oxo-1,3-dioxolan-4-yl) methoxy]-1-[(2-oxo-1,3-dioxolan-4-yl) methoxy methyl] ethyl] carbonate